ClC1=NC=2CCC(CC2C(=C1C#N)C)(F)F 2-chloro-6,6-difluoro-4-methyl-5,6,7,8-tetrahydroquinoline-3-carbonitrile